E-isoleucine N[C@@H]([C@@H](C)CC)C(=O)O